2-(3-(4-(trifluoromethyl)phenyl)ureido)propanamide FC(C1=CC=C(C=C1)NC(NC(C(=O)N)C)=O)(F)F